C(NC(C(=C)C)=O)NC(C(=C)C)=O N,N'-methylene-bis(methacrylamide)